4-fluoro-2-methoxy-3-(trifluoromethyl)benzo[4,5]imidazo[1,2-a]pyrimidine FC1=C(C(=NC=2N1C1=C(N2)C=CC=C1)OC)C(F)(F)F